5-[1-(5-amino-2-pyridyl)-3-(trifluoromethyl)pyrazol-4-yl]-N-[3-chloro-4-[(3R)-3-methyl-1,4-diazepane-1-carbonyl]phenyl]-1-methyl-imidazole-2-carboxamide NC=1C=CC(=NC1)N1N=C(C(=C1)C1=CN=C(N1C)C(=O)NC1=CC(=C(C=C1)C(=O)N1C[C@H](NCCC1)C)Cl)C(F)(F)F